alpha-Hydroxyheptanon OCC(CCCCC)=O